7-bromo-6-chloro-3,4-dihydro-2H-1,4-benzoxazine BrC1=CC2=C(NCCO2)C=C1Cl